F[C@@H]\1[C@@H]2CC[C@H](C/C1=C\C=1N=CC(=NC1)C1=C(C=C(C=C1)N1N=C(N=N1)C)O)N2 2-(5-((E)-((1s,2s,5r)-2-fluoro-8-azabicyclo[3.2.1]oct-3-ylidene)methyl)pyrazin-2-yl)-5-(5-methyl-2H-tetrazol-2-yl)phenol